N1N=NC(=C1)C1=CC=C(C=C1)NC(=O)C1=C(N=C(NC1=O)SCC(C)C)O N-(4-(1H-1,2,3-triazol-4-yl)phenyl)-4-hydroxy-2-(isobutylsulfanyl)-6-oxo-1,6-dihydropyrimidine-5-carboxamide